8-(3-(2-cyclohexyl-2-propoxycarbonyl)phenyl)-tetracyclo[4.4.0.12,5.17,10]-3-dodecene C1(CCCCC1)C(C)(C)OC(=O)C=1C=C(C=CC1)C1C2C3C4C=CC(C3C(C1)C2)C4